α,α,5-trifluoro-3-pyridinepropionic acid FC(C(=O)O)(CC=1C=NC=C(C1)F)F